N-(4-(3-Amino-7-(3,3-dimethylbut-1-yn-1-yl)-1H-indazol-5-yl)pyridine-2-yl)-3-methylbutanamide NC1=NNC2=C(C=C(C=C12)C1=CC(=NC=C1)NC(CC(C)C)=O)C#CC(C)(C)C